(6-(2-Fluoroethyl)-2,6-diazaspiro[3.3]heptan-2-yl)(5-(4-(trifluoromethyl)phenoxy)naphthalen-2-yl)methanone FCCN1CC2(CN(C2)C(=O)C2=CC3=CC=CC(=C3C=C2)OC2=CC=C(C=C2)C(F)(F)F)C1